3-amino-4-(7-fluoro-1H-indazol-4-yl)-6-(2-oxa-6-azaspiro[3.3]heptan-6-yl)-1H-1,10-phenanthrolin-2-one NC=1C(NC2=C3N=CC=CC3=C(C=C2C1C1=C2C=NNC2=C(C=C1)F)N1CC2(COC2)C1)=O